O.CC1=CC=C(C=C1)S(=O)(=O)N p-toluenesulfonamide hydrate